C1(CC1)C1=C(C(=NO1)C1=C(C=CC=C1Cl)Cl)COC12CCC(CC1)(CC2)COC2=CC=C1C=CN(C1=C2)C 6-((4-((5-Cyclopropyl-3-(2,6-dichlorophenyl)isoxazol-4-yl)methoxy)bicyclo[2.2.2]octan-1-yl)methoxy)-1-methyl-1H-indol